4-[[3-(2,3-Difluoro-4-pyrimidin-2-yloxy-phenyl)imidazo[1,2-a]pyrazin-8-yl]amino]-2-ethyl-N-[[1-methyl-1-(pyrrolidin-3-ylmethyl)piperidin-1-ium-4-yl]methyl]benzamide formate C(=O)[O-].FC1=C(C=CC(=C1F)OC1=NC=CC=N1)C1=CN=C2N1C=CN=C2NC2=CC(=C(C(=O)NCC1CC[N+](CC1)(CC1CNCC1)C)C=C2)CC